1-(3-hydroxycyclobutyl)-7-[4-(4-methylpiperazin-1-yl)anilino]-3-[(4S)-8-methyl-1-prop-2-enoyl-3,4-dihydro-2H-quinolin-4-yl]-4H-pyrimido[4,5-d]pyrimidin-2-one OC1CC(C1)N1C(N(CC=2C1=NC(=NC2)NC2=CC=C(C=C2)N2CCN(CC2)C)[C@H]2CCN(C1=C(C=CC=C21)C)C(C=C)=O)=O